C(C1=CC=CC=C1)OC1=NC(=CC=C1C1=NN(C2=C(C=CC=C12)N1[C@H]2CN([C@@H](C1)C2)C(=O)OC(C)(C)C)C)OCC2=CC=CC=C2 tert-butyl (1r,4r)-5-(3-(2,6-bis(benzyloxy) pyridin-3-yl)-1-methyl-1H-indazol-7-yl)-2,5-diazabicyclo[2.2.1]heptane-2-carboxylate